NC1CCN(CC1)C1=C(C=NC2=CC=C(C=C12)C1=C(C(=CC(=C1F)F)F)O)C1=CC(=CC(=C1)F)F 2-[4-(4-Aminopiperidin-1-yl)-3-(3,5-difluorophenyl)chinolin-6-yl]-3,4,6-trifluorophenol